CC1=C(OC2=CC=C(C=C2)N2N=C3C(NCC[C@@H]3N3CCN(CC3)S(=O)(=O)C3=C(C=CC=C3)[N+](=O)[O-])=C2C(=O)OCC)C=CC=C1 ethyl (7S)-2-[4-(2-methylphenoxy)phenyl]-7-[4-(2-nitrobenzene-1-sulfonyl)piperazin-1-yl]-4,5,6,7-tetrahydro-2H-pyrazolo[4,3-b]pyridine-3-carboxylate